(2S,2'S,2''S)-3,3',3''-((nitrilotris(methylene))tris(benzofuran-3,6-diyl))tris(2-((R)-pyrrolidin-3-yl)propanoic acid) N(CC1=COC2=C1C=CC(=C2)C[C@H](C(=O)O)[C@@H]2CNCC2)(CC2=COC1=C2C=CC(=C1)C[C@H](C(=O)O)[C@@H]1CNCC1)CC1=COC2=C1C=CC(=C2)C[C@H](C(=O)O)[C@@H]2CNCC2